6-formyl-3-methoxy-6,7-dihydro-5H-cyclopenta[c]pyridine-1-carbonitrile C(=O)C1CC2=C(C(=NC(=C2)OC)C#N)C1